CC1(CC1)NC(OC1CC(CC1)(C)C1=NN(C(=C1)NC(CC1=CC(=NO1)C)=O)C(C)(C)C)=O 3-(1-(tert-butyl)-5-(2-(3-methylisoxazol-5-yl)acetamido)-1H-pyrazol-3-yl)-3-methylcyclopentyl (1-methylcyclopropyl)carbamate